S(=O)(=O)(OO)[O-].[NH4+] ammonium hydroxy sulphate